OC(C(O)NC(C=C)=O)NC(C=C)=O N,N'-(1,2-dihydroxyethylene)diacrylamide